3-[2-(2-fluoro-4-methoxybenzoyl)-1,2,3,4-tetrahydroisoquinolin-5-yl]-3-(7-methoxy-1-methyl-1H-benzo[d][1,2,3]triazol-5-yl)propionic acid FC1=C(C(=O)N2CC3=CC=CC(=C3CC2)C(CC(=O)O)C2=CC3=C(N(N=N3)C)C(=C2)OC)C=CC(=C1)OC